(S)-1-{[6-(5-chloro-1H-pyrrolo[2,3-b]pyridin-3-yl)-2-(difluoromethyl)pyridin-3-yl]oxy}-2,4-dimethylpentan-2-amine ClC=1C=C2C(=NC1)NC=C2C2=CC=C(C(=N2)C(F)F)OC[C@](CC(C)C)(N)C